ON=C(C(=O)OCC)C(C(C)C)=NO ethyl 2,3-bis(hydroxyimino)-4-methyl-pentanoate